ClC1=C(C=CC=C1Cl)C1=CC=CC=2C(=C(SC21)C(=O)N[C@H]2CCOC1=CC=CC=C21)OC 7-(2,3-Dichlorophenyl)-N-[(4S)-3,4-dihydro-2H-chromen-4-yl]-3-methoxy-1-benzothiophene-2-carboxamide